2-(2-(4-(quinolin-5-ylamino)piperidin-1-yl)acetyl)-2-azabicyclo[3.1.0]hexane-3-carbonitrile N1=CC=CC2=C(C=CC=C12)NC1CCN(CC1)CC(=O)N1C2CC2CC1C#N